2-[(4S)-8,8-difluoro-6-methyl-5-oxo-6-azabicyclo[5.1.0]Oct-4-yl]Isoindoline-1,3-dione FC1(C2N(C([C@H](CCC12)N1C(C2=CC=CC=C2C1=O)=O)=O)C)F